O1C(=CC2=C1C=CC=C2)C(C)=O 1-(2-benzofuranyl)ethanone